(E)-N2-{[2-(trifluoromethyl)phenyl]methylidene}-L-arginine FC(C1=C(C=CC=C1)C=N[C@@H](CCCN\C(\N)=N\[H])C(=O)O)(F)F